BrC1=C(N(C=C1)C(=O)OC(C)(C)C)C(=O)OC 1-tert-butyl 2-methyl 3-bromo-1H-pyrrol-1,2-dicarboxylate